2-(((R)-3-((6-((5-cyanopyridin-2-yl)methoxy)pyridin-2-yl)amino)pyrrolidin-1-yl)methyl)-1-(((S)-oxetan-2-yl)methyl)-1H-benzo[d]imidazole-6-carboxylic acid C(#N)C=1C=CC(=NC1)COC1=CC=CC(=N1)N[C@H]1CN(CC1)CC1=NC2=C(N1C[C@H]1OCC1)C=C(C=C2)C(=O)O